O=C1C2(CN(C2)C(=O)[O-])CCCN1 5-oxo-2,6-diazaspiro[3.5]nonane-2-carboxylate